(7S)-11-chloro-9-(2,6-difluorophenyl)-N-[(2R)-2-hydroxypropyl]-7-methyl-12-(trifluoromethyl)-2,3,5,8,13-pentazatricyclo[8.4.0.02,6]tetradeca-1(10),3,5,8,11,13-hexaene-4-carboxamide ClC=1C=2C(=N[C@H](C3=NC(=NN3C2C=NC1C(F)(F)F)C(=O)NC[C@@H](C)O)C)C1=C(C=CC=C1F)F